2-chloro-2,2-difluoroacetyl chloride ClC(C(=O)Cl)(F)F